BrC=1C=C2C3(CN(C(C2=CC1)=O)CC(=O)NC1=NC=C(C=N1)F)C(C3)C 2-(6'-bromo-2-methyl-1'-oxo-1'H-spiro[cyclopropane-1,4'-isoquinolin]-2'(3'H)-yl)-N-(5-fluoropyrimidin-2-yl)acetamide